COC1=CC=C(C=C1)C=1C(=NN(C1)C)C1=CC=C(C=C1)C#CC1=NC(=CC=C1)C 2-[2-[4-[4-(4-methoxyphenyl)-1-methyl-pyrazol-3-yl]phenyl]ethynyl]-6-methyl-pyridine